CC=1C(=C2C(=NC1C(F)(F)F)CC(C2)C)NC(=O)N=[S@@](=O)(N)C2=NN(C=C2F)CC (S)-N'-((3,6-dimethyl-2-(trifluoromethyl)-6,7-dihydro-5H-cyclopenta[b]pyridin-4-yl)carbamoyl)-1-ethyl-4-fluoro-1H-pyrazole-3-sulfonimidamide